[2H]C(OC1=C(C=C2C=CN=CC2=C1)C(=O)N)([2H])[2H] 7-[(trideutero)methyloxy]isoquinoline-6-carboxamide